potassium (5-methylpyridine-2-yl)potassium acetate C(C)(=O)[O-].CC=1C=CC(=NC1)[K].[K+]